CN(C1=NC=NC2=CC(=CC=C12)N1CCOCC1)C N,N-dimethyl-7-morpholino-quinazolin-4-amine